3-carbamimidamido-propanoic acid N(C(=N)N)CCC(=O)O